2-((3,5-dicyano-4-ethyl-6-(4-ethylpiperazin-1-yl)pyridin-2-yl)thio)-2-phenylacetamide C(#N)C=1C(=NC(=C(C1CC)C#N)N1CCN(CC1)CC)SC(C(=O)N)C1=CC=CC=C1